FC(C1=NN=C(O1)C1=CC(N(C=C1)CCOC=1C=NC(=CC1)C)=O)F 4-(5-(difluoromethyl)-1,3,4-oxadiazol-2-yl)-1-(2-((6-methylpyridin-3-yl)oxy)ethyl)pyridin-2(1H)-one